O=C1NC2=CC=C(C=C2CC1)CC=1C=NC2=CC=CC=C2C1 3-((2-oxo-1,2,3,4-tetrahydroquinolin-6-yl)methyl)quinolin